The molecule is an ethyl ester resulting from the formal condensation of the carboxy group of trinexapac with ethanol. It has a role as a xenobiotic, an environmental contaminant, a plant growth regulator, an agrochemical, a pro-agent and a gibberellin biosynthesis inhibitor. It is a member of cyclohexanones, a beta-hydroxy ketone, an enol, an ethyl ester and a member of cyclopropanes. It derives from a trinexapac. CCOC(=O)C1CC(=O)C(=C(C2CC2)O)C(=O)C1